O[C@](C)(C1CCNCC1)C1CCN(CC1)C=1C=CC=C2C(=NN(C12)C)C1C(NC(CC1)=O)=O 3-(7-(4-((R)-1-hydroxy-1-(piperidin-4-yl)ethyl)piperidin-1-yl)-1-methyl-1H-indazol-3-yl)piperidine-2,6-dione